P(=O)([O-])([O-])O.[Na+].[K+] Potassium-Sodium Phosphate